C(=O)(OCC1=CC=CC=C1)[C@](N)(CCCC(N)C(=O)OC(C)(C)C)C(=O)O α-CBz-ε-Boc-Lysine